Methyl 2-fluoro-5-[(4-oxo-3,4-dihydrophthalazin-1-yl)methyl]benzoate FC1=C(C(=O)OC)C=C(C=C1)CC1=NNC(C2=CC=CC=C12)=O